C(C)(C)(C)OC(=O)N1C(CCCC1)N(C=1C=CC=2N(C1)C=CN2)C(=O)OC(C)(C)C ((tert-butyloxycarbonyl)(imidazo[1,2-a]pyridin-6-yl)amino)piperidine-1-carboxylic acid tert-butyl ester